ClC1=CC=2C(=NN(N2)C2=C(C(=CC(=C2)C)C(C)(C)C)O)C=C1 2-[5-chloro-(2H)-benzotriazol-2-yl]-4-methyl-6-(tertiary butyl)phenol